tetramethyl-biphenyldimethanol CC(O)(C=1C(=C(C=CC1)C1=CC=CC=C1)C(O)(C)C)C